5-bromo-4-methoxypyrazolo[1,5-a]pyridine BrC1=C(C=2N(C=C1)N=CC2)OC